C1=CC(=CC=2C3=CC=CC=C3C3(C12)C1=CC=CC=C1C=1C=CC=CC13)B(O)O 9,9'-spirobifluoren-3-ylboronic acid